C(C)(C)(C)OC(=O)N1CCC(C1)O 4-hydroxypyrrolidine-1-carboxylic acid tert-butyl ester